[N+]1(=CC=CC=C1)CCCS(=O)(=O)[O-] 3-(1-pyridinio)-1-propansulfonat